N-[1-[5-cyano-2-(5-cyano-2-pyridyl)-1,2,4-triazol-3-yl]ethyl]-3,5-bis(trifluoromethyl)benzamide C(#N)C=1N=C(N(N1)C1=NC=C(C=C1)C#N)C(C)NC(C1=CC(=CC(=C1)C(F)(F)F)C(F)(F)F)=O